C1(CCC1)NC1=CC(=NC=N1)C(=O)NC[C@@H](O)C1N=CC2=CC(=CC=C2C1)O 3-((R)-2-(6-(cyclobutylamino)pyrimidine-4-carboxamido)-1-hydroxyethyl)-7-hydroxy-3,4-dihydroisoquinoline